N-(5-(3-(piperidine-1-carbonyl)pyrazolo[1,5-a]Pyridin-7-yl)pyridin-3-yl)-2-(pyridin-3-yl)acetamide N1(CCCCC1)C(=O)C=1C=NN2C1C=CC=C2C=2C=C(C=NC2)NC(CC=2C=NC=CC2)=O